3-Methyl-3-(naphthalen-1-yldiazenyl)-2,3-dihydro-4H-benzo[4,5]imidazo[2,1-b][1,3]thiazin-4-one CC1(C(N2C(SC1)=NC1=C2C=CC=C1)=O)N=NC1=CC=CC2=CC=CC=C12